(S)-5-((7-((tert-butoxycarbonyl)(3-methacrylamidobenzyl)amino)-3-Isopropylpyrazolo[1,5-a]pyrimidin-5-yl)amino)-2,2-dimethylpiperidine-1-carboxylic acid tert-butyl ester C(C)(C)(C)OC(=O)N1C(CC[C@@H](C1)NC1=NC=2N(C(=C1)N(CC1=CC(=CC=C1)NC(C(=C)C)=O)C(=O)OC(C)(C)C)N=CC2C(C)C)(C)C